3-(3',5'-di-tert.-butyl-4'-hydroxyphenyl)propionic acid octadecyl ester C(CCCCCCCCCCCCCCCCC)OC(CCC1=CC(=C(C(=C1)C(C)(C)C)O)C(C)(C)C)=O